C(OCCl)(OC)=O 1-chloromethyl methyl carbonate